(R)-7-(3-(2-(5-Tosyl-5H-pyrrolo[2,3-b]pyrazin-7-yl-2-d)thiazol-4-yl)phenyl)-6,7-dihydro-5H-pyrrolo[1,2-a]imidazol-7-ol S(=O)(=O)(C1=CC=C(C)C=C1)N1C=C(C=2C1=NC=C(N2)[2H])C=2SC=C(N2)C=2C=C(C=CC2)[C@@]2(CCN1C2=NC=C1)O